C1(=CC=CC=C1)CCC(=O)C1C(OC(OC1=O)(CCC)CCC)=O 5-(3-phenylpropanoyl)-2,2-dipropyl-1,3-dioxane-4,6-dione